FC(OC=1C=CC(=NC1)C=1C=C2C=C(C(N(C2=NC1)CC1=CC=C(C=C1)F)=O)C(=O)NC1CC2(C1)CCC2)F 6-(5-(difluoromethoxy)pyridin-2-yl)-1-(4-fluorobenzyl)-2-oxo-N-(spiro[3.3]heptan-2-yl)-1,2-dihydro-1,8-naphthyridine-3-carboxamide